C(C)(C)(C)OC(=O)NC1[C@H]2CN(C[C@@H]1CC2)C(=O)OCC2=CC=CC=C2 benzyl (1r,5s,8s)-8-((tert-butoxycarbonyl) amino)-3-azabicyclo[3.2.1]octane-3-carboxylate